(R)-1-(4-(7-((1-(2,4-dichlorophenyl)ethyl)amino)-2-methyl-2H-pyrazolo[4,3-d]pyrimidin-5-yl)piperidin-1-yl)-3-(dimethylamino)propan-1-one ClC1=C(C=CC(=C1)Cl)[C@@H](C)NC=1C=2C(N=C(N1)C1CCN(CC1)C(CCN(C)C)=O)=CN(N2)C